N-methyl-N-((1-(methylsulfonyl)piperidin-3-yl)methyl)-6-(2-azaspiro[5.5]undecan-2-yl)-2-(trifluoromethyl)pyrimidin-4-amine CN(C1=NC(=NC(=C1)N1CC2(CCC1)CCCCC2)C(F)(F)F)CC2CN(CCC2)S(=O)(=O)C